(1,5,9,13,17-2H5)-1,5,9,13,17-pentaazacycloeicosane N1(CCCN(CCCN(CCCN(CCCN(CCC1)[2H])[2H])[2H])[2H])[2H]